C(C)(C)(C)OC(=O)N1CCN(CC1)C1=C(CN(S(=O)(=O)C=2C=C3NC=C(C[C@H](N)C(=O)O)C3=CC2)CCC2=CC=CC=C2)C=CC=C1 6-(N-(2-(4-(tert-Butoxycarbonyl)piperazin-1-yl)benzyl)-N-phenethylaminosulfonyl)tryptophane